ClC=1C=C2C(=CC(=NC2=CC1)C(F)(F)F)N[C@@H]1C[C@@H](CCC1)NC(=O)C=1C=NN(C1)CC1CCOCC1 N-[(1R,3S)-3-{[6-chloro-2-(trifluoromethyl)quinolin-4-yl]amino}cyclohexyl]-1-[(oxan-4-yl)methyl]-1H-pyrazole-4-carboxamide